2-(N-(4-(4-(2-(4-fluoropiperidin-1-yl)-6-methylpyrimidin-4-yl)-1H-pyrazol-1-yl)-3-(6-Azaspiro[2.5]octan-6-yl)phenyl)sulfamoyl)acetic acid methyl ester COC(CS(NC1=CC(=C(C=C1)N1N=CC(=C1)C1=NC(=NC(=C1)C)N1CCC(CC1)F)N1CCC2(CC2)CC1)(=O)=O)=O